cyano-7-(4-cyanophenyl)-N,N-dimethylisoindoline-5-carboxylic acid amide C(#N)C1NCC2=CC(=CC(=C12)C1=CC=C(C=C1)C#N)C(=O)N(C)C